CN1N=CC(=C1)C1=CC=CC(=N1)N 6-(1-methyl-1H-pyrazol-4-yl)pyridin-2-amine